BrC(CCOCCC(Br)Br)Br dibromopropyl ether